(±)-N-(4-bromophenyl)-1-fluoro-6,7,8,9-tetrahydro-5H-5,8-epiminocyclohepta[c]pyridine BrC1=CC=C(C=C1)N1C(C2=C(C=C1)C1CCC(C2)N1)F